N1=CC(=CC=C1)C(C)=O 1-(3-pyridyl)-1-ethanone